C1CCC2=C(C=CC=C12)NC1=CN=C2C(=N1)NN=C2N N6-(2,3-dihydro-1H-inden-4-yl)-1H-pyrazolo[3,4-b]pyrazine-3,6-diamine